methyl (R)-2-(2-chlorophenyl)-2-hydroxyacetate ClC1=C(C=CC=C1)[C@H](C(=O)OC)O